(R)-1-(2-furyl)ethanol O1C(=CC=C1)[C@@H](C)O